(S)-4'-((1R,5S)-3,8-diazabicyclo[3.2.1]octan-3-yl)-2'-(((S)-pyrrolidin-2-yl)methoxy)-3,4,5',8'-tetrahydro-1H,6'H-spiro[naphthalene-2,7'-quinazoline] [C@H]12CN(C[C@H](CC1)N2)C2=NC(=NC=1C[C@@]3(CCC21)CC2=CC=CC=C2CC3)OC[C@H]3NCCC3